C1CC1C2=CC=CS2 cyclopropylthiophene